6-Methyl-pyridine-2-carboxylic acid [3-(cyclopentylmethyl-amino)-adamantan-1-yl]-amide C1(CCCC1)CNC12CC3(CC(CC(C1)C3)C2)NC(=O)C2=NC(=CC=C2)C